FC(C(=O)O)(F)F.C(C)(C)OC1=CC=2N(C=C1C(=O)NC=1C(N(C=CC1)[C@@H]1[C@@H](C1)C)=O)C=C(N2)[C@@]21CO[C@@](CC2)(C1)C 7-isopropoxy-2-((1S,4R)-1-methyl-2-oxabicyclo[2.2.1]heptan-4-yl)-N-(1-((1S,2R)-2-methylcyclopropyl)-2-oxo-1,2-dihydropyridin-3-yl)imidazo[1,2-a]pyridine-6-carboxamide trifluoroacetate